[Cl-].C(C1=CC=CC=C1)[N+]1=NN(C=C1)C 1-benzyl-3-methyltriazolium chloride salt